BrC=1C=C(C(=NC1)C1=C(C(=NO1)C)C(=O)OC)F methyl 5-(5-bromo-3-fluoropyridin-2-yl)-3-methylisoxazole-4-carboxylate